1-(4-nitrobenzyl)-1H-pyrazol-4-amine [N+](=O)([O-])C1=CC=C(CN2N=CC(=C2)N)C=C1